CN(C)C[C@@]1(C(C1)(F)F)COC1=NC2=C(C=C(C=C2C(=N1)N1CC2CCC(C1)N2C(=O)OC(C)(C)C)F)F tert-butyl 3-(2-(((R)-1-((dimethylamino)methyl)-2,2-difluorocyclopropyl)methoxy)-6,8-difluoroquinazolin-4-yl)-3,8-diazabicyclo[3.2.1]octane-8-carboxylate